COC(=O)C1CCN(CC1)C1CCC2=CC(=CC=C12)Br.BrCC(=O)N1CCC(CC1)NC1=NC=C(C(=N1)C1=CC(=CC=C1)C1=CC=CC=C1)Cl 2-bromo-1-[4-[[5-chloro-4-(3-phenylphenyl)pyrimidin-2-yl]amino]-1-piperidyl]ethanone methyl-1-(5-bromo-2,3-dihydro-1H-inden-1-yl)piperidine-4-carboxylate